[Co]=O.[Co].[Ag] silver cobalt-cobalt oxide